2-aminobenzoate NC1=C(C(=O)[O-])C=CC=C1